COC(=O)C=1C(N(C2=CC=C(C=C2C1N)Br)C1=CC=CC=C1)=O 4-amino-6-bromo-2-oxo-1-phenyl-1,2-dihydroquinoline-3-carboxylic acid methyl ester